C(C)OC(CC[SiH3])(OCC)OCC triethoxypropylsilane